5-(3,5-difluorophenyl)-N-isopropylfuran-2-carboxamide FC=1C=C(C=C(C1)F)C1=CC=C(O1)C(=O)NC(C)C